4-((cyclopropylmeth-yl)amino)-2-((8-(4-(oxetan-3-yl)piperazine-1-carbonyl)-2,3-dihydrobenzo[b][1,4]dioxin-5-yl)amino)-7H-pyrrolo[2,3-d]pyrimidine-5-carbonitrile C1(CC1)CNC=1C2=C(N=C(N1)NC1=CC=C(C=3OCCOC31)C(=O)N3CCN(CC3)C3COC3)NC=C2C#N